2-((2-amino-9-((2R,3R,5S)-3-hydroxy-5-(hydroxymethyl)tetrahydrofuran-2-yl)-8-oxo-8,9-dihydro-7H-purin-7-yl)methyl)benzoic acid NC1=NC=C2N(C(N(C2=N1)[C@@H]1O[C@@H](C[C@H]1O)CO)=O)CC1=C(C(=O)O)C=CC=C1